OC(=O)C(F)(F)F.FC1(CC(CC1)C1=NC=C(C(=C1)C1=NN(C=C1)C)C1CNCC1)F 2-(3,3-difluorocyclopentyl)-4-(1-methyl-1H-pyrazol-3-yl)-5-(pyrrolidin-3-yl)pyridine TFA salt